(S)-6-(methoxymethyl)-2-(1H-pyrazol-4-yl)-4,5,7,8-tetrahydro-3-oxa-1-thia-5a,8-diazabenzo[cd]azulen-9(6H)-one COC[C@H]1N2C=3C(=C(SC3C(NC1)=O)C=1C=NNC1)OCC2